C12COCC(CC1)N2C2=NC(=NC(=N2)N2CCOCC2)C2=CC=C(C=C2)NC(=O)NC=2C=C1C(OC(C1=CC2)=O)C 1-(4-(4-(3-oxa-8-azabicyclo[3.2.1]oct-8-yl)-6-morpholino-1,3,5-triazin-2-yl)phenyl)-3-(3-methyl-1-oxo-1,3-dihydroisobenzofuran-5-yl)urea